BrC1=CC=C(OC(C(=O)OCC)(F)F)C=C1 ethyl 2-(4-bromophenoxy)-2,2-difluoroacetate